4-(1-chloroethyl)-3,5-difluoro-1H-pyrrolo[2,3-b]pyridine-1-carboxylate ClC(C)C1=C2C(=NC=C1F)N(C=C2F)C(=O)[O-]